Cl.N1N=CC(=C1)N1C=CC2=CC=CC=C12 (1H-pyrazol-4-yl)-1H-indole hydrochloride